(6-(((6-amino-2,4-dimethylpyridin-3-yl)methyl)amino)pyrimidin-4-yl)(6-cyclopropylimidazo[1,2-a]pyridin-2-yl)methanone NC1=CC(=C(C(=N1)C)CNC1=CC(=NC=N1)C(=O)C=1N=C2N(C=C(C=C2)C2CC2)C1)C